ClC1(CC(C(CC1)C(C)C)O)C 1-chloromenthol